CN(C(=O)C1=CC2=C(N=C(N=C2)NC2=NC=C(C=C2)N2CCN(CC2)CC(N)=O)N1C1CCCC1)C 2-[5-(4-Carbamoylmethyl-piperazin-1-yl)-pyridin-2-ylamino]-7-cyclopentyl-7H-pyrrolo[2,3-d]pyrimidine-6-carboxylic acid dimethylamide